ClC=1C=C(C(=NC1)COC1=NC=2N(C=C1)N=C(C2)C(=O)NC2(CCS(CC2)(=O)=O)C)OCC(F)F 5-((5-Chloro-3-(2,2-difluoroethoxy)pyridin-2-yl)methoxy)-N-(4-methyl-1,1-dioxidotetrahydro-2H-thiopyran-4-yl)pyrazolo[1,5-a]pyrimidine-2-carboxamide